1-(((5s,7s)-3-(5-chloro-3-fluoropyridin-2-yl)-7-methyl-2-oxo-1-oxa-3-azaspiro[4.5]decan-7-yl)methyl)-1H-benzo[d]imidazole-6-carbonitrile ClC=1C=C(C(=NC1)N1C(O[C@]2(C1)C[C@@](CCC2)(C)CN2C=NC1=C2C=C(C=C1)C#N)=O)F